4-hydroxymethyl-proline Methyl-(3R)-3-[4-[1-[(3,4-difluorobenzoyl)amino]-2-(4-hydroxyphenyl)ethyl]triazol-1-yl]-4-(1H-indol-3-yl)butanoate CC(C(=O)O)[C@@H](CC1=CNC2=CC=CC=C12)N1N=NC(=C1)C(CC1=CC=C(C=C1)O)NC(C1=CC(=C(C=C1)F)F)=O.OCC1C[C@H](NC1)C(=O)O